1-[(3-chlorophenyl)methyl]-6-nitroquinoxalin-2-one ClC=1C=C(C=CC1)CN1C(C=NC2=CC(=CC=C12)[N+](=O)[O-])=O